2-((4-(6-((4-Cyano-2-fluorobenzyl)oxy)pyridin-2-yl)piperidin-1-yl)methyl)-5-fluoro-4-methoxy-1-methyl-1H-benzo[d]imidazole-6-carboxylic acid C(#N)C1=CC(=C(COC2=CC=CC(=N2)C2CCN(CC2)CC2=NC3=C(N2C)C=C(C(=C3OC)F)C(=O)O)C=C1)F